CN1C[C@H]([C@@H](C1)C1=CC=CC=C1)NC(=O)C=1C=C2C(=NC1)NN=C2C2=CC(=NC=C2)C N-((3S,4R)-1-methyl-4-phenylpyrrolidin-3-yl)-3-(2-methylpyridin-4-yl)-1H-pyrazolo[3,4-b]pyridine-5-amide